N12CCN(C(CC1)CC2)C(=O)N2N=C(C1=C2CCOC1)C1=C(C(=CC=C1)C)F (1,4-diazabicyclo[3.2.2]nonan-4-yl)(3-(2-fluoro-3-methylphenyl)-6,7-dihydropyrano[4,3-c]pyrazol-1(4H)-yl)methanone